N-formyl-galactosamine C(=O)N[C@H]1C(O)O[C@@H]([C@@H]([C@@H]1O)O)CO